heneicosyl-bis-2-picolylamine C(CCCCCCCCCCCCCCCCCCCC)N(CC1=NC=CC=C1)CC1=NC=CC=C1